5-tert-butyl-2-methyl-5-propyl-2H-furan C(C)(C)(C)C1(C=CC(O1)C)CCC